O4-tert-butyl O3-methyl (3R)-3-methylmorpholine-3,4-dicarboxylate C[C@]1(N(CCOC1)C(=O)OC(C)(C)C)C(=O)OC